1-(cyclohexylmethyl)-3-ethylbenzene C1(CCCCC1)CC1=CC(=CC=C1)CC